[Na].CS methanethiol, sodium salt